C(C=C)(=O)N1C[C@@H](CC1)N1N=C(C=2C=NC=C(C21)C#N)C2=CC=C(C=C2)OC2=CC=CC=C2 (R)-1-(1-acryloylpyrrolidin-3-yl)-3-(4-phenoxyphenyl)-1H-pyrazolo[4,3-c]pyridine-7-carbonitrile